N1CN=CC=2C1=CSC2 1H-thieno[3,4-d]pyrimidine